methyl butenate C(C=CC)(=O)OC